Cl.COC1=NC=CC2=C1C(NN=C2)=O 5-methoxypyrido[3,4-d]pyridazin-4(3H)-one hydrochloride